O.[Zr] zirconium water